CN1C(C=2C=C(C=C(C2C=2C1=NN(C2)C2CCOCC2)C(C)NC2=C(C(=O)O)C=CC=C2)C)=O 2-((1-(4,7-dimethyl-5-oxo-2-(tetrahydro-2H-pyran-4-yl)-4,5-dihydro-2H-pyrazolo[3,4-c]isoquinolin-9-yl)ethyl)amino)benzoic acid